IC=1C(=C(C(=CC1)C(=O)O)C(=O)O)I diiodo-benzenedicarboxylic acid